3-mercapto-1-octanol SC(CCO)CCCCC